Calcium D-(+)-pantothenate CC(C)(CO)[C@H](C(=O)NCCC(=O)[O-])O.CC(C)(CO)[C@H](C(=O)NCCC(=O)[O-])O.[Ca+2]